5-bromo-5-fluoro-N,N-bis(4-methoxybenzyl)-2-methylpent-4-ene-1-sulfonamide BrC(=CCC(CS(=O)(=O)N(CC1=CC=C(C=C1)OC)CC1=CC=C(C=C1)OC)C)F